3-Aminobenzyl sulfone NC=1C=C(CS(=O)(=O)CC2=CC(=CC=C2)N)C=CC1